FC(OC1=CC=C(C=N1)OC1CCN(CC1)C(=O)OC(C)(C)C)F tert-butyl 4-((6-(difluoromethoxy)pyridin-3-yl)oxy)piperidine-1-carboxylate